5-(1-methyl-3-(trifluoromethyl)-1H-pyrazol-4-yl)-2-((3-methylpyridin-2-yl)methyl)-3,4-dihydroisoquinolin-1(2H)-one CN1N=C(C(=C1)C1=C2CCN(C(C2=CC=C1)=O)CC1=NC=CC=C1C)C(F)(F)F